N1C[C@H](CC1)C(=O)OCC1=CC=CC=C1 benzyl (S)-pyrrolidine-3-carboxylate